7-methoxy-2,2-dimethyl-5-acetyl-2,3-dihydrobenzofuran COC1=CC(=CC=2CC(OC21)(C)C)C(C)=O